methyl 2-((1S,3S)-3-hydroxycyclohexyl)acetate O[C@@H]1C[C@H](CCC1)CC(=O)OC